NC1=C(C(=NC(=C1)C1=C(C=C(C=C1)C(C)(C)C)O)Cl)C(=O)O 4-amino-6-((4-tert-butyl)-2-hydroxyphenyl)-2-chloro-pyridine-3-carboxylic acid